ClC1=CC=C(OC2=NC(=NC=C2C(=O)NC(C)C=CS(=O)(=O)C)C2CCCC2)C=C1 4-(4-chlorophenoxy)-2-cyclopentyl-N-(4-(methylsulfonyl)but-3-en-2-yl)pyrimidine-5-carboxamide